C(C=C)NC(OC(C)(C)C)=O tert-butyl N-allylcarbamate